NC1=C(C(=O)NCC(C)NC(C2=C(C=CC=C2)N)=O)C=CC=C1 1,2-bis(2-aminobenzoylamino)propane